1-(1-(5-methoxy-4-nitro-2-methylphenyl)piperidin-4-yl)-4-methylpiperazine COC=1C(=CC(=C(C1)N1CCC(CC1)N1CCN(CC1)C)C)[N+](=O)[O-]